C(C)(=O)N(C(C)=O)C1=C2C(=NC3=C1C(=C(N3CCC(=O)N(C)C)C)C)CCCCC2 3-(4-(N-acetylacetamido)-2,3-dimethyl-6,7,8,9-tetrahydrocyclohepta[b]pyrrolo[3,2-e]pyridin-1(5H)-yl)-N,N-dimethylpropanamide